C(C)OC=1C=C(C=CC1C(N(C=1SC(=CN1)[N+](=O)[O-])C)=O)NC(OC(C)(C)C)=O tert-butyl (3-ethoxy-4-(methyl(5-nitrothiazol-2-yl)carbamoyl)phenyl)carbamate